octyl-succinimide methacrylate C(C(=C)C)(=O)O.C(CCCCCCC)C1C(=O)NC(C1)=O